3-(5-((5-hydroxypentyl)oxy)-1-oxoisoindolin-2-yl)piperidine-2,6-dione OCCCCCOC=1C=C2CN(C(C2=CC1)=O)C1C(NC(CC1)=O)=O